N-(3-(6-(hydroxymethyl)-4-methylpyridin-3-yl)-1-methyl-2-oxo-1,2-dihydro-1,6-naphthyridin-7-yl)cyclopropanecarboxamide OCC1=CC(=C(C=N1)C=1C(N(C2=CC(=NC=C2C1)NC(=O)C1CC1)C)=O)C